F[B-](F)(F)F.C[NH2+]C N-methyl-methanaminium tetrafluoroborate